C(CCCC)[Si](Br)(CCCCC)CCCCC tri-n-amyl-bromosilane